CC=1C=C(OC2=CC=NC3=CC=C(C=C23)C(=O)N)C=C(C1)N1N=CC=C1 4-(3-methyl-5-(1H-pyrazol-1-yl)phenoxy)quinoline-6-carboxamide